ONC1=CC=CC=C1 hydroxyl-aniline